6-Morpholin-4-yl-N-m-tolyl-N1-p-tolyl-[1,3,5]triazine-2,4-diamine hydrochloride Cl.N1(CCOCC1)C1=NC(=NC(N1C1=CC=C(C=C1)C)NC=1C=C(C=CC1)C)N